FC1=C(C=CC=C1C(F)(F)F)NC(=O)C1(CC1)NC(OC(C)(C)C)=O tert-Butyl (1-((2-fluoro-3-(trifluoromethyl)phenyl)carbamoyl)cyclopropyl)carbamate